4,4,20,20,20-pentafluoroicosyl hydrogen ((((R)-1-(6-amino-9H-purin-9-yl)propan-2-yl)oxy)methyl)phosphonate NC1=C2N=CN(C2=NC=N1)C[C@@H](C)OCP(OCCCC(CCCCCCCCCCCCCCCC(F)(F)F)(F)F)(O)=O